ClC1=C(C=CC=C1F)N1C(C2=C(C=3C=CC(=NC13)C(F)(F)F)N(C=N2)C([2H])([2H])[2H])=O 5-(2-chloro-3-fluorophenyl)-1-(methyl-d3)-7-(trifluoromethyl)-1,5-dihydro-4H-imidazo[4,5-c][1,8]Naphthyridin-4-one